5-(5-(2-(4-methylpiperazin-1-yl)pyridin-4-yl)-1H-pyrrolo[2,3-b]pyridin-3-yl)-N-(pyridin-3-yl)pyrazolo[1,5-a]pyridine-3-carboxamide CN1CCN(CC1)C1=NC=CC(=C1)C=1C=C2C(=NC1)NC=C2C2=CC=1N(C=C2)N=CC1C(=O)NC=1C=NC=CC1